FC=1C=C2C=C(C(NC2=CC1C(C)C)=O)C(=O)O 6-fluoro-7-isopropyl-2-oxo-1,2-dihydroquinoline-3-carboxylic acid